C1(=CC=CC=C1)C=1C=C2C=CC(=CC2=CC1)B1OC(C)(C)C(C)(C)O1 6-phenyl-naphthalene-2-boronic acid pinacol ester